methyl ((2-(di-tertbutylfluorosilyl) benzo[b]thiophen-7-yl)methyl)glycinate C(C)(C)(C)[Si](C1=CC2=C(S1)C(=CC=C2)CNCC(=O)OC)(F)C(C)(C)C